Threonine Ethyl Ester C(C)OC([C@@H](N)[C@H](O)C)=O